tert-butyl (1-(5-chloro-3,6-dimethoxypyridin-2-yl)propan-2-yl)carbamate ClC=1C=C(C(=NC1OC)CC(C)NC(OC(C)(C)C)=O)OC